C1(C(CCCC1)C(=O)OCCCCCCC(C)C)C(=O)OCCCCCCC(C)C di-iso-nonyl 1,2-cyclohexanedicarboxylate